CC1=CC2=C(C(=C(O2)CC(F)(F)F)C2=CC=CC=C2)C=C1 6-methyl-3-phenyl-2-(2,2,2-trifluoroethyl)benzofuran